The molecule is the hydrochloride salt of benzphetamine. A sympathomimetic agent with properties similar to dextroamphetamine, it is used in the treatment of obesity. It has a role as an adrenergic uptake inhibitor, an appetite depressant, a dopamine uptake inhibitor and a sympathomimetic agent. It contains a benzphetamine. C[C@@H](CC1=CC=CC=C1)[NH+](C)CC2=CC=CC=C2.[Cl-]